ClC=1C(=NC(=NC1)NC1CCOCC1)C=1C=C2C(=NC1)CN(C2=O)[C@@H](C(=O)N[C@H](CO)C2=C(C=CC(=C2)C)F)C (2R)-2-(3-{5-chloro-2-[(oxacyclohex-4-yl)amino]pyrimidin-4-yl}-5-oxo-5H,6H,7H-pyrrolo[3,4-b]pyridin-6-yl)-N-[(1S)-1-(2-fluoro-5-methylphenyl)-2-hydroxyethyl]propionamide